C(C=C)N(C(C)=O)CC1=CC=C(C=C1)C1=NOC(=N1)C(F)(F)F N-Allyl-N-[[4-[5-(trifluoromethyl)-1,2,4-oxadiazol-3-yl]phenyl]methyl]acetamid